N-(6-fluoro-5-methylpyridin-3-yl)-1,2,4-trimethyl-5-(2-oxo-2-((1,1,1-trifluoro-2-methylpropan-2-yl)amino)acetyl)-1H-pyrrole-3-carboxamide FC1=C(C=C(C=N1)NC(=O)C1=C(N(C(=C1C)C(C(NC(C(F)(F)F)(C)C)=O)=O)C)C)C